4-[(3R)-4-(3-fluorophenyl)-3-methylpiperazin-1-yl]-2-(1-methyl-1H-pyrazol-4-yl)pyrimidine-5-carbonitrile FC=1C=C(C=CC1)N1[C@@H](CN(CC1)C1=NC(=NC=C1C#N)C=1C=NN(C1)C)C